N-(4-(4-amino-7-methyl-5-(4-((1-oxotetrahydro-1λ6-thiophene-1-ylidene)amino)phenyl)-7H-pyrrolo[2,3-d]pyrimidin-6-yl)phenyl)but-2-ynamide NC=1C2=C(N=CN1)N(C(=C2C2=CC=C(C=C2)N=S2(CCCC2)=O)C2=CC=C(C=C2)NC(C#CC)=O)C